C(C)(C)(C)OC(NC(COCC(=O)C1=CC(=C(C=C1)OC)F)(C)C)=O.FC=1C=C(C=CC1OC)C1COCC(N1C(=O)NCCCCC)(C)C 5-(3-Fluoro-4-methoxyphenyl)-3,3-dimethyl-N-pentylmorpholine-4-carboxamide tert-Butyl-N-[2-[2-(3-fluoro-4-methoxyphenyl)-2-oxoethoxy]-1,1-dimethyl-ethyl]carbamate